ClC=1C(=NC(=C(C1)Cl)C1=CC2=C(OC(O2)(F)F)C=C1F)C(=O)OC Methyl 3,5-dichloro-6-(2,2,6-trifluorobenzo[d][1,3]dioxol-5-yl)picolinate